S1C(=NC2=C1C=CC=C2)NC=2C=C1C(=CN2)N(C=C1)C=1SC=C(N1)C(=O)O {5-[(1,3-benzothiazol-2-yl)amino]-1H-pyrrolo[2,3-c]Pyridin-1-yl}-1,3-thiazole-4-carboxylic acid